(R)-N-(3-(2-((2-fluoro-3-(methylsulfonyl)phenyl)amino)-5-methylpyrimidin-4-yl)-1H-indol-7-yl)-3-methoxy-2-((3S,5S)-3,4,5-trimethylpiperazin-1-yl)propanamide FC1=C(C=CC=C1S(=O)(=O)C)NC1=NC=C(C(=N1)C1=CNC2=C(C=CC=C12)NC([C@@H](COC)N1C[C@@H](N([C@H](C1)C)C)C)=O)C